N-benzyl-methyl-ethanolamine ethyl-3-(3-(5-(5-((4,6-difluoro-1H-indol-5-yl)oxy)-2-fluorophenyl)-4H-1,2,4-triazole-3-carbonyl)phenyl)propanoate C(C)C(C(=O)OC(CNCC1=CC=CC=C1)C)CC1=CC(=CC=C1)C(=O)C1=NN=C(N1)C1=C(C=CC(=C1)OC=1C(=C2C=CNC2=CC1F)F)F